undecane-2-ol CC(CCCCCCCCC)O